2-amino-4-fluoro-5-(4-methylpiperazin-1-yl)benzamide NC1=C(C(=O)N)C=C(C(=C1)F)N1CCN(CC1)C